γ-(3-thienylmethyl)-proline S1C=C(C=C1)CC1C[C@H](NC1)C(=O)O